trans-p-(1-propyl-cyclohexyl)-(4-ethoxyphenyl)-2,3-difluorobenzene C(CC)C1(CCCCC1)C1=C(C(=C(C=C1)C1=CC=C(C=C1)OCC)F)F